[C@H]12CN(C[C@H](CC1)N2)C2=C1CN(C(C1=CC=C2F)=O)C2C(NC(CC2)=O)=O 3-(4-((1R,5S)-3,8-diazabicyclo[3.2.1]octan-3-yl)-5-fluoro-1-oxoisoindolin-2-yl)piperidine-2,6-dione